ClC1=CC(=NC=C1)NCC1CN(C1)C1=C(C=C2C(C(=CN(C2=N1)C=1SC=CN1)C(=O)O)=O)F 7-(3-{[(4-chloropyridin-2-yl)amino]methyl}azetidin-1-yl)-6-fluoro-4-oxo-1-(1,3-thiazol-2-yl)-1,4-dihydro-1,8-naphthyridine-3-carboxylic acid